3,3-difluoro-4-methoxy-4-oxobutanoic acid FC(CC(=O)O)(C(=O)OC)F